BrC1=NC=C(C(=C1C)CCl)F 2-bromo-4-(chloromethyl)-5-fluoro-3-methylpyridine